4-(4-((3R)-3-(methoxymethyl)-2,3,4,9-tetrahydro-1H-pyrido[3,4-b]indol-1-yl)phenyl)morpholine hydrogen chloride Cl.COC[C@H]1CC2=C(NC3=CC=CC=C23)C(N1)C1=CC=C(C=C1)N1CCOCC1